C(C)[C@H]1N(C[C@@H](N(C1)C=1C=2C(N(C(C1)=O)C)=CN(N2)C2OCCCC2)CC)C(C(=O)OCC)C2=CC=C(C=C2)C(F)(F)F ethyl 2-((2R,5S)-2,5-diethyl-4-(4-methyl-5-oxo-2-(tetrahydro-2H-pyran-2-yl)-4,5-dihydro-2H-pyrazolo[4,3-b]pyridin-7-yl)piperazin-1-yl)-2-(4-(trifluoromethyl)phenyl)acetate